3-phenyldibenzo[b,d]furan-4-amine C1(=CC=CC=C1)C=1C=CC2=C(OC3=C2C=CC=C3)C1N